({[4-(5,6-dimethoxypyridin-3-yl)phenyl]methyl}amino)cyclopentan-1-ol hydrochloride Cl.COC=1C=C(C=NC1OC)C1=CC=C(C=C1)CNC1(CCCC1)O